6-hydroxy-7-nitro-3,4-dihydroisoquinolin-1(2H)-one OC=1C=C2CCNC(C2=CC1[N+](=O)[O-])=O